3-((2S,5R)-5-((5-(1,3,4-thiadiazol-2-yl)-1H-pyrrolo[2,3-b]pyridin-4-yl)amino)-2-methylpiperidin-1-yl)-3-oxopropanenitrile S1C(=NN=C1)C=1C(=C2C(=NC1)NC=C2)N[C@@H]2CC[C@@H](N(C2)C(CC#N)=O)C